7'-((1R,5R)-5-hydroxy-3,3-dimethylcyclohexyl)-2'-((3-methyl-1H-pyrazol-4-yl)amino)spiro[cyclopropane-1,5'-pyrrolo[2,3-d]pyrimidin]-6'(7'H)-one O[C@@H]1CC(C[C@H](C1)N1C(C2(C3=C1N=C(N=C3)NC=3C(=NNC3)C)CC2)=O)(C)C